({4-bromo-3-[(2,3-dihydro-1H-inden-2-yloxy)methyl]phenyl}amino)oxazolidine-4-carboxylic acid BrC1=C(C=C(C=C1)NC1OCC(N1)C(=O)O)COC1CC2=CC=CC=C2C1